C(C)[C@H]1O[C@H](CN(C1)C1=CC=C(C(=N1)C)C1(CC2(C1)CC(C2)N)N)C 2-(6-((2R,6S)-2-ethyl-6-methylmorpholino)-2-methylpyridin-3-yl)spiro[3.3]heptane-2,6-diamine